2-({2-[(4-bromo-2-methoxyphenyl)amino]-5-(trifluoromethyl)pyrimidin-4-yl}amino)-N-methylbenzamide BrC1=CC(=C(C=C1)NC1=NC=C(C(=N1)NC1=C(C(=O)NC)C=CC=C1)C(F)(F)F)OC